FC1=CC=C(C=C1)N1N=CC2=C1C=C1CCN(C[C@]1(C2)C(=O)C=2SC=CN2)S(=O)(=O)C2=CC=C(C=C2)N2CCCC2 (R)-(1-(4-fluorophenyl)-6-((4-(pyrrolidin-1-yl)phenyl)sulfonyl)-4,4a,5,6,7,8-hexahydro-1H-pyrazolo[3,4-g]isoquinolin-4a-yl)(thiazol-2-yl)methanone